C(\C=C\C(=O)[O-])(=O)OC1CCC(CC1)CC(C)C 4-isobutylcyclohexyl fumarate